6-bromo-3-methyl-1-((5-methylisoxazol-3-yl)methyl)-1,3-dihydro-2H-imidazo[4,5-b]Pyridine-2-one BrC=1C=C2C(=NC1)N(C(N2CC2=NOC(=C2)C)=O)C